(2-fluoro-benzyloxy)-4-methoxy-pyridine-2-carboxylic acid methyl ester COC(=O)C1=NC=CC(=C1OCC1=C(C=CC=C1)F)OC